CCCCCCCCC1CCCCC1 N-OCTYLCYCLOHEXANE